N-(5-cyclopropyl-1H-pyrazol-3-yl)-2-(1-(4-fluorophenyl)-1H-pyrazol-3-yl)acetamide C1(CC1)C1=CC(=NN1)NC(CC1=NN(C=C1)C1=CC=C(C=C1)F)=O